CC=1NC(C=2C(N1)=CC(N(C2)C2(COCC2)C)=O)=O 2-methyl-6-(3-methyltetrahydrofuran-3-yl)pyrido[4,3-d]pyrimidine-4,7(3H,6H)-dione